C(C)(C)(C)OC(N(C(C1=C(C(=CC=C1)C(F)(F)F)OCC=C)=O)C1=NC(=CC=C1)C1=NN=CN1CC=C)=O.C(C)(C)(C)OC(=O)N1CCNCC1 4-tert-butyloxycarbonyl-piperazine tert-butyl-(6-(4-allyl-4H-1,2,4-triazol-3-yl)pyridin-2-yl)(2-(allyloxy)-3-(trifluoromethyl)benzoyl)carbamate